ClC1=CC(=C(C=C1)N=NC(C(=O)NC1=C(C=CC=C1)Cl)C(C)=O)[N+](=O)[O-] 2-[(4-chloro-2-nitrophenyl)azo]-N-(2-chlorophenyl)-3-oxo-butanamide